1-(5-bromo-2-morpholinopyridin-3-yl)-N,N-dimethylmethylamine BrC=1C=C(C(=NC1)N1CCOCC1)CN(C)C